(3S)-1-(3-chloro-2-piperazin-1-yl-6-quinolyl)pyrrolidin-3-amine dihydrochloride Cl.Cl.ClC=1C(=NC2=CC=C(C=C2C1)N1C[C@H](CC1)N)N1CCNCC1